CC1(COCC(CN1C(=O)OC(C)(C)C)=C)C Tert-butyl 3,3-dimethyl-6-methylidene-1,4-oxazepane-4-carboxylate